(R)-N-(4-(4-methyl-6-oxo-1,4,5,6-tetrahydropyridazin-3-yl)phenyl)acetamide C[C@H]1C(=NNC(C1)=O)C1=CC=C(C=C1)NC(C)=O